8-(3-chlorophenyl)-9-(4-((1-(3-fluoropropyl)pyrrolidin-3-yl)methyl)phenyl)-6,7-dihydro-5H-benzo[7]annulene-3-carboxylic acid hydrochloride Cl.ClC=1C=C(C=CC1)C=1CCCC2=C(C1C1=CC=C(C=C1)CC1CN(CC1)CCCF)C=CC(=C2)C(=O)O